Trans-(P)-1-(5-fluoro-4-(3-fluoro-3-(trifluoromethyl)cyclobutyl)-2-methoxyphenyl)-N-(isoxazol-3-yl)-2-oxo-1,2-dihydroquinoline-6-sulfonamide FC=1C(=CC(=C(C1)N1C(C=CC2=CC(=CC=C12)S(=O)(=O)NC1=NOC=C1)=O)OC)C1CC(C1)(C(F)(F)F)F